P1(=O)(OOC2=C(C=C(C=C2C(C)(C)C)C(C)(C)C)CC2=C(OO1)C(=CC(=C2)C(C)(C)C)C(C)(C)C)[O-].[Na+] sodium 2,2'-methylene-bis(4,6-di-t-butylphenoxy) phosphate